COC=1N=NC(=C2C1N(C=C2)C)NCC2=CC=C(C=C2)OC 7-methoxy-N-(4-methoxybenzyl)-1-methyl-1H-pyrrolo[2,3-d]pyridazin-4-amine